Tert-butyl 4-(6-(2,2-difluoroethoxy)pyridin-3-yl)piperazine-1-carboxylate FC(COC1=CC=C(C=N1)N1CCN(CC1)C(=O)OC(C)(C)C)F